1-(4-(benzyloxy)phenyl)-3-(4-methoxybenzyl)urea C(C1=CC=CC=C1)OC1=CC=C(C=C1)NC(=O)NCC1=CC=C(C=C1)OC